(R)-1-(4-Chloro-2-(morpholin-3-yl)benzyl)-2-thioxo-1,2,3,5-tetrahydro-4H-pyrrolo[3,2-d]pyrimidin-4-one ClC1=CC(=C(CN2C(NC(C3=C2C=CN3)=O)=S)C=C1)[C@H]1NCCOC1